N-(3-chloro-5-(methylsulfonamido)phenyl)-4-(4-fluoro-1H-pyrazol-1-yl)thiophene-2-carboxamide ClC=1C=C(C=C(C1)NS(=O)(=O)C)NC(=O)C=1SC=C(C1)N1N=CC(=C1)F